ClC=1C=C(C=CC1Cl)C(CC(C(=O)OCC)=O)=O ethyl 4-(3,4-dichlorophenyl)-2,4-dioxobutanoate